3-(5-(4-(1-(3-methoxy-4-nitrobenzoyl)piperidin-4-yl)piperazin-1-yl)-1-oxoisoindolin-2-yl)piperidine-2,6-dione COC=1C=C(C(=O)N2CCC(CC2)N2CCN(CC2)C=2C=C3CN(C(C3=CC2)=O)C2C(NC(CC2)=O)=O)C=CC1[N+](=O)[O-]